ClC1=CC2=C(C=N1)C[C@@]1(C(N(C3=NC=CC=C31)COCC[Si](C)(C)C)=O)C2 (S)-3-chloro-1'-((2-(trimethylsilyl)ethoxy)methyl)-5,7-dihydrospiro[cyclopenta[c]pyridine-6,3'-pyrrolo[2,3-b]pyridin]-2'(1'H)-one